benzoyl-manganese C(C1=CC=CC=C1)(=O)[Mn]